BrC=1C=C(N(N1)CCCC(F)F)C(=O)OC methyl 5-bromo-2-(4,4-difluorobutyl)pyrazole-3-carboxylate